C(CC)S(=O)(=S)[O-] thio-propanesulfonate